2-(3-phenyl-5-(pyridin-3-yl)-4-(4-sulfamoylbenzyl)-1H-pyrazol-1-yl)thiazole-4-carboxylic acid C1(=CC=CC=C1)C1=NN(C(=C1CC1=CC=C(C=C1)S(N)(=O)=O)C=1C=NC=CC1)C=1SC=C(N1)C(=O)O